ClC1=NC(=CC(=N1)Cl)Cl 2,4,6-trichloropyrimidine